1-(4-amino-2-butyl-7-isopropoxy-1H-imidazo[4,5-d]pyridazin-1-yl)-2-methylpropan-2-ol NC1=C2C(=C(N=N1)OC(C)C)N(C(=N2)CCCC)CC(C)(O)C